NC=1SC=C(N1)C=O 2-AMINO-THIAZOLE-4-CARBOXALDEHYDE